(Z)-7-decen-5-olide C1(CCCC(C\C=C/CC)O1)=O